C(C)(C)(C)OC(=O)N1CC2(CCCC2)[C@@](CC1)(O)CN1C(C=C(C(=C1)C(=O)OCC)C1=CC=CC=C1)=O.N(=C=O)CC1=C(C(=C(C(=C1Br)Br)CN=C=O)Br)Br 1,4-bis(isocyanatomethyl)-2,3,5,6-tetrabromobenzene tert-butyl-(R)-10-((5-(ethoxycarbonyl)-2-oxo-4-phenylpyridin-1(2H)-yl)methyl)-10-hydroxy-7-azaspiro[4.5]decane-7-carboxylate